C(C1=CC=CC=C1)OC(=O)N[C@@H]1[C@H]([C@@H]2C(C[C@H]1CC2)=O)C(=O)OCC Ethyl (1R,2S,3S,4R)-3-(((benzyloxy)carbonyl)amino)-6-oxobicyclo[2.2.2]octane-2-carboxylate